C[C@@H]1CNCC[C@@H]1[C@H](C)NC=1C=C(C=CC1OC(F)(F)F)C1=NNC(O1)=O 5-[3-({(1S)-1-[(3S,4S)-3-methylpiperidin-4-yl]ethyl}amino)-4-(trifluoromethoxy)phenyl]-1,3,4-oxadiazol-2(3H)-one